(3-bromo-2-methylphenyl)boric acid BrC=1C(=C(C=CC1)OB(O)O)C